C(#N)CCNS(=O)(=O)C1=CC=C(C(=O)NC=2SC3=C(N2)C=CC(=C3)F)C=C1 4-[N-(2-cyanoethyl)sulfamoyl]-N-(6-fluorobenzothiazol-2-yl)benzamide